OC=1C=C(C=NC1)C(=O)OC methyl 5-hydroxypyridine-3-carboxylate